ClC=1N=CC=C2C1N(C(=C2)C(=O)O)CC2CC2 7-chloro-1-(cyclopropylmethyl)pyrrolo[2,3-c]pyridine-2-carboxylic acid